2-butyl-iodooctane C(CCC)C(CI)CCCCCC